C(C)N(C1=CC=C(C=C1)C1NC(NC(=C1C(C)=O)C1=CC=CC=C1)=S)CC 1-{4-[4-(Diethylamino)phenyl]-6-phenyl-2-thioxo-1,2,3,4-tetrahydropyrimidin-5-yl}ethan-1-one